4-(4'-fluorobenzyl)piperidine FC1=CC=C(CC2CCNCC2)C=C1